FC=1C(=C(C=CC1)O)C1=C2C(=C(N=N1)N[C@H]1[C@@H](CCCC1)O)C=NC=C2 3-fluoro-2-(4-(((1R,2R)-2-hydroxycyclohexyl)amino)pyrido[3,4-d]pyridazin-1-yl)phenol